ClC=1C(=C(C=CC1)NC(=O)C=1C=C(C=C2C1N=C(O2)CC)NC(=O)C2=C(C=CC=C2)C(F)(F)F)C N-(3-chloro-2-methylphenyl)-2-ethyl-6-({[2-(trifluoromethyl)phenyl]carbonyl}amino)-1,3-benzoxazole-4-Carboxamide